(3-(3-(1-Methyl-1H-indazol-6-yl)-1,4-dihydrothieno[2',3':4,5]cyclopenta[1,2-c]pyrazol-6-yl)phenyl)(N-morpholinyl)methanone CN1N=CC2=CC=C(C=C12)C=1C2=C(NN1)C1=C(C2)SC(=C1)C=1C=C(C=CC1)C(=O)N1CCOCC1